tert-butyl (S or R)-2-(4-cyclobutylphenyl)-8-oxo-2,3,4,5a,6,7,8,9-octahydro-5H-1,2,5,7-tetraazabenzo[cd]azulene-5-carboxylate C1(CCC1)C1=CC=C(C=C1)N1N=C2CC(NC[C@@H]3C2=C1CCN3C(=O)OC(C)(C)C)=O |o1:17|